(2R)-N-((S or R)-(3-chloro-2,4-difluoro-phenyl)((S or R)-3,3-difluorocyclopentyl)-methyl)-2-methyl-3-oxopiperazine-1-carboxamide ClC=1C(=C(C=CC1F)[C@@H](NC(=O)N1[C@@H](C(NCC1)=O)C)[C@@H]1CC(CC1)(F)F)F |o1:8,20|